3,5-difluoro-phenol FC=1C=C(C=C(C1)F)O